Tert-butyl 4-[8-([8-fluoro-2-methylimidazo[1,2-a]pyridin-6-yl]carbamoyl)quinazolin-5-yl]piperazine-1-carboxylate FC=1C=2N(C=C(C1)NC(=O)C=1C=CC(=C3C=NC=NC13)N1CCN(CC1)C(=O)OC(C)(C)C)C=C(N2)C